5-[(1RS)-2-[(1RS)-2-(4-hydroxyphenyl)-1-methylethyl]-amino-1-hydroxyethyl]benzene-1,3-diol hydrobromide Br.OC1=CC=C(C=C1)C[C@@H](C)C([C@H](O)C=1C=C(C=C(C1)O)O)N |r|